Arachidonyl Bromide C(CCC\C=C/C\C=C/C\C=C/C\C=C/CCCCC)Br